1-Methylpiperidin-4-yl (5-(7-fluoro-4-oxo-3,4-dihydrophthalazin-1-yl)-1H-benzimidazol-2-yl)carbamate FC1=CC=C2C(NN=C(C2=C1)C1=CC2=C(NC(=N2)NC(OC2CCN(CC2)C)=O)C=C1)=O